2-methoxycyclohex-1-ylmethylamine COC1C(CCCC1)CN